CC=C(C(=O)O)CCO.CC(C(=O)O)=C (methyl)acrylic acid (methyl)hydroxyethyl-acrylate